1-(4-(3-(3,4-Dimethoxyphenyl)-2-methyl-1H-pyrrolo[2,3-c]pyridin-5-yl)piperidin-1-yl)-2-(piperidin-1-yl)ethan-1-on COC=1C=C(C=CC1OC)C1=C(NC2=CN=C(C=C21)C2CCN(CC2)C(CN2CCCCC2)=O)C